3,4-dichloro-2-(7-(2-hydroxyethyl)-7-azaspiro[3.5]nonan-2-yl)phenol ClC=1C(=C(C=CC1Cl)O)C1CC2(C1)CCN(CC2)CCO